ClC1=CC=C(C(=N1)N1CC(CCC1)(F)F)C(=O)N1C(CN(CC1)C)C1=CC=CC=C1 [6-chloro-2-(3,3-difluoropiperidin-1-yl)pyridin-3-yl]-(4-methyl-2-phenylpiperazin-1-yl)methanone